FC=1C=C(C=C(C1)F)C1CCC=2N1C(C1(N2)CCNCC1)=O 5'-(3,5-difluorophenyl)-6',7'-dihydro-3'H,5'H-spiro[piperidine-4,2'-pyrrolo[1,2-a]imidazol]-3'-one